N-(3,5-difluoro-6-methoxypyridin-2-yl)-1,8-dihydropyrrolo[3,2-g]indole-3-sulfonamide FC=1C(=NC(=C(C1)F)OC)NS(=O)(=O)C1=CNC2=C1C=CC=1C=CNC21